ClC=1C=C(COC2=C(C=CC=C2)NC(\C=C\C2=CC=C(C=C2)OC)=O)C=CC1 (E)-N-(2-((3-chlorobenzyl)oxy)phenyl)-3-(4-methoxyphenyl)acrylamide